(S)-(4-(3-fluoro-5-(piperazin-1-yl)phenoxy)piperidin-1-yl)(6-(pyrrolidin-3-yloxy)-4'-(trifluoromethyl)-[1,1'-biphenyl]-3-yl)methanone dihydrochloride Cl.Cl.FC=1C=C(OC2CCN(CC2)C(=O)C=2C=C(C(=CC2)O[C@@H]2CNCC2)C2=CC=C(C=C2)C(F)(F)F)C=C(C1)N1CCNCC1